trans-3-(ethylsulfamoyl)-4-[2-[4-(isopropyloxycarbonyl-amino)cyclohexyl]Thiazol-5-yl]Benzoic acid C(C)NS(=O)(=O)C=1C=C(C(=O)O)C=CC1C1=CN=C(S1)[C@@H]1CC[C@H](CC1)NC(=O)OC(C)C